C1(=CC=CC=C1)C1=CN=C(S1)C1=NCCC2=C1N=CN2 4-(5-phenylthiazol-2-yl)-6,7-dihydro-1H-imidazo[4,5-c]pyridin